CC(C)(C)OC(=O)NC1(CC1)C(=O)O 1-[(2-methylpropan-2-yl)oxycarbonylamino]cyclopropane-1-carboxylic acid